O1C(=CC=C1)C=1C=CC2=C(C3NC(N(C(O2)(C3)C)C3=CC(=CC=C3)C(=O)N3CC2=CC=CC=C2CC3)=O)C1 8-(Furan-2-yl)-2-methyl-3-(3-(1,2,3,4-tetrahydroisoquinoline-2-carbonyl)phenyl)-5,6-dihydro-2H-2,6-methanobenzo[g][1,3,5]oxadiazocin-4(3H)-one